CC1(CN(CC1=O)C(=O)OC(C)(C)C)C(=O)OCC 1-(tert-butyl) 3-ethyl 3-methyl-4-oxopyrrolidine-1,3-dicarboxylate